C1N(CC2C1CNC2)C2=CC=C1C(=N2)N(C(=N1)C1=CC=C(C=C1)F)C1=CC=NC=C1 4-{5-[(3R,6S)-octahydropyrrolo[3,4-c]pyrrol-2-yl]-2-(4-fluorophenyl)-3H-imidazo[4,5-b]pyridin-3-yl}pyridine